di(but-3-yn-1-yl) 3,3'-((6-hydroxyhexyl)azanediyl)dipropionate OCCCCCCN(CCC(=O)OCCC#C)CCC(=O)OCCC#C